NC1=CC=C(C=C1)N1CCC2(CC1)CCN(CC2)CCC2CCN(CC2)C=2C=C1CN(C(C1=CC2)=O)C2C(NC(CC2)=O)=O 3-[5-[4-[2-[3-(4-aminophenyl)-3,9-diazaspiro[5.5]undecan-9-yl]ethyl]-1-piperidyl]-1-oxo-isoindolin-2-yl]piperidine-2,6-dione